(2S)-2-[(tert-butoxycarbonyl)(methyl)amino]-3-methylbutanoic acid C(C)(C)(C)OC(=O)N([C@H](C(=O)O)C(C)C)C